(furan-3-yl)-N4-(piperidin-4-yl)-N2-(m-tolyl)pyrimidine-2,4-diamine O1C=C(C=C1)C=1C(=NC(=NC1)NC=1C=C(C=CC1)C)NC1CCNCC1